N[C@H]1[C@@H](NC(C12CC2)=O)C2=CC=CC=C2 trans-7-amino-6-phenyl-5-azaspiro[2.4]heptan-4-one